C(C)(C)C1N=C(OC1)C1=NC2=CC=C(C=C2C(=N1)N)N (4-isopropyl-4,5-dihydrooxazol-2-yl)quinazoline-4,6-diamine